1,8-diamino-nonane NCCCCCCCC(C)N